C(CCCCCCCCCCC)P(OC(C)C)(OC(C)C)([O-])CCCCCCCCCCCC.C(CCCCCCCCCCC)P(OC(C)C)(OC(C)C)([O-])CCCCCCCCCCCC tetraisopropyl bis(dilauryl phosphite)